4-((2-chlorobenzyl)amino)-2-((1-methyl-1H-pyrazol-4-yl)amino)pyrimidin-5-carboxamide ClC1=C(CNC2=NC(=NC=C2C(=O)N)NC=2C=NN(C2)C)C=CC=C1